C(CCC)C1=CC=C(C=C1)C(=O)C1=NOC(=N1)C1=CC=CC=C1 (4-butylphenyl)(5-phenyl-1,2,4-oxadiazol-3-yl)methanone